8-bromo-N-[(4-fluoro-1H-benzimidazol-2-yl)methyl]-2-(morpholin-4-yl)pyrazolo[1,5-a][1,3,5]triazin-4-amine BrC=1C=NN2C1N=C(N=C2NCC2=NC1=C(N2)C=CC=C1F)N1CCOCC1